O=C(C(=O)N)CCC(C(=O)N)NC(=O)[C@H]1NCCCC1 2-oxo-5-((S)-piperidine-2-carboxamido)hexanediamide